5'-[cyclohexylidenebis(4,1-phenyleneoxy)]bis-1,3-isobenzofurandione C1(CCCCC1)(C1=CC=C(C=C1)OC1=C2C(OC(C2=CC=C1)=O)=O)C1=CC=C(C=C1)OC1=C2C(OC(C2=CC=C1)=O)=O